COC1=CC=C(C=C1)C1=CN=CC2=CC=C(C=C12)C 4-(4-methoxyphenyl)-6-methylisoquinoline